O=C1NC(CCC1N1C(C2=C3C(C(=CC=C13)CC=1C=NN(C1)C1(CCN(CC1)C(=O)OC(C)(C)C)C)=CC=C2)=O)=O tert-Butyl 4-(4-((1-(2,6-Dioxopiperidin-3-yl)-2-oxo-1,2-dihydrobenzo[cd]indol-6-yl)methyl)-1H-pyrazol-1-yl)-4-methylpiperidine-1-carboxylate